ClC1=C(C=C(C=C1)NC(=O)[C@@H]1C([C@H]1C1=CC(=CC(=C1)Cl)Cl)(Cl)Cl)NC(C1=C(C=CC(=C1)F)F)=O |r| trans-rac-N-(2-Chloro-5-(2,2-dichloro-3-(3,5-dichlorophenyl)cyclopropane-1-carboxamido)phenyl)-2,5-difluorobenzamide